N,N',N'-tris(2-hydroxyethyl)-1,3-diaminoPropane OCCNCCCN(CCO)CCO